N-(5-chloro-6-(2-oxopyrrolidin-1-yl)pyridin-3-yl)-1-(isoquinolin-4-yl)-5-(trifluoromethyl)-1H-pyrazole-4-carboxamide ClC=1C=C(C=NC1N1C(CCC1)=O)NC(=O)C=1C=NN(C1C(F)(F)F)C1=CN=CC2=CC=CC=C12